6-cyclopropaneamido-4-{[3-(difluoromethoxy)-4-(2-methyl-2H-1,2,3-triazol-4-yl)pyridin-2-yl]amino}-N-(2H3)methylpyridazine-3-carboxamide C1(CC1)C(=O)NC1=CC(=C(N=N1)C(=O)NC([2H])([2H])[2H])NC1=NC=CC(=C1OC(F)F)C1=NN(N=C1)C